3-{4-[(7-methoxy-4-quinazolinyl)oxy]-2-methylphenyl}-1-[5-(trifluoromethyl)-3-pyridinyl]-2,4-imidazolidinedione COC1=CC=C2C(=NC=NC2=C1)OC1=CC(=C(C=C1)N1C(N(CC1=O)C=1C=NC=C(C1)C(F)(F)F)=O)C